1-[3-(4-Bromo-2-methyl-2H-pyrazol-3-yl)-4-methoxy-phenyl]-3-(3-methoxy-phenyl)-urea BrC1=C(N(N=C1)C)C=1C=C(C=CC1OC)NC(=O)NC1=CC(=CC=C1)OC